(S)-2-acetamido-N-((S)-6-amino-1-(((S)-6-amino-1-(((S)-1,6-diamino-1-oxohexan-2-yl)amino)-1-oxohexan-2-yl)amino)-1-oxohexan-2-yl)-6-azidohexanamide C(C)(=O)N[C@H](C(=O)N[C@H](C(=O)N[C@H](C(=O)N[C@H](C(=O)N)CCCCN)CCCCN)CCCCN)CCCCN=[N+]=[N-]